OC1=C(C=C2C(=C(C(OC2=C1)=O)CC(N1CCC2(CCOC2)CC1)=O)C)OC 7-hydroxy-6-methoxy-4-methyl-3-(2-oxo-2-(2-oxa-8-azaspiro[4.5]decan-8-yl)ethyl)-2H-chromen-2-one